2,2'-{[2,4,6-tri(naphthalen-2-yl)-1,3-phenylene]bis(oxyethane-2,1-diyloxy[1,1'-binaphthalene]-2',2-diyloxy)}di(ethan-1-ol) C1=C(C=CC2=CC=CC=C12)C1=C(C(=CC(=C1OCCOC1=C(C2=CC=CC=C2C=C1)C1=C(C=CC2=CC=CC=C12)OCCO)C1=CC2=CC=CC=C2C=C1)C1=CC2=CC=CC=C2C=C1)OCCOC1=C(C2=CC=CC=C2C=C1)C1=C(C=CC2=CC=CC=C12)OCCO